ClC1=CC=C(C=C1)N1N=NC(=C1)C=O 1-(4-chlorophenyl)-1H-1,2,3-triazole-4-carbaldehyde